FC1(CCN(CC1)C1=C(C=CC(=N1)C1=NN=C(O1)C1=C(C=C(C=C1)NS(=O)(=O)CCO)N1CCC2(CC2)CC1)OCCO)F N-(4-(5-(6-(4,4-difluoropiperidin-1-yl)-5-(2-hydroxyethoxy)pyridin-2-yl)-1,3,4-oxadiazol-2-yl)-3-(6-azaspiro[2.5]octan-6-yl)phenyl)-2-hydroxyethane-1-sulfonamide